dichloro-cyclopropane ClC1(CC1)Cl